(Pyridin-4-yloxy)benzo[c][1,2,5]oxadiazole N1=CC=C(C=C1)OC1=CC=CC2=NON=C21